C(#N)C1=CC(=C(CC2=CC=CC(=N2)OC2CCN(CC2)CC2=NC3=C(N2C)C=C(C=C3OC(F)F)C(=O)O)C=C1)F 2-((4-((6-(4-Cyano-2-fluorobenzyl)pyridin-2-yl)oxy)piperidin-1-yl)methyl)-4-(difluoromethoxy)-1-methyl-1H-benzo[d]imidazole-6-carboxylic acid